C(C)NC(=O)C=1C=C2C3(C(NC2=CC1)=O)CCC(CC3)OC3=NC=CC=C3 N-ethyl-2'-oxo-4-(2-pyridyloxy)spiro[cyclohexane-1,3'-indoline]-5'-carboxamide